4,4'-Dicarboxylazobenzene C(=O)(O)C1=CC=C(C=C1)N=NC1=CC=C(C=C1)C(=O)O